(aminooxy)-1-(4-(2-azido-5-(hydroxymethyl)benzyl)piperazin-1-yl)ethan-1-one NOCC(=O)N1CCN(CC1)CC1=C(C=CC(=C1)CO)N=[N+]=[N-]